C1(=CC=CC=C1)S(=O)(=O)C=1C(=NC=CC1)S 3-(phenylsulfonyl)pyridine-2-thiol